(1-methyl-2-pyrrolidin-1-yl-ethyl)-amine CC(CN1CCCC1)N